ClC=1C=C(C=C(C1)Cl)C1OC[C@H]([C@H](O1)[C@@H](C[Se@+]1[C@@H]([C@H]([C@@H](C1)O)O)CO)O)O (1S,2R,3S,4S)-1-((2S)-2-((4S,5R)-2-(3,5-dichlorophenyl)-5-hydroxy-1,3-dioxan-4-yl)-2-hydroxyethyl)-3,4-dihydroxy-2-(hydroxymethyl)tetrahydro-1H-selenophen-1-ium